FC1=C(C=2CCCC(C2C(=C1)F)=O)NC(C)=O N-(2,4-difluoro-5-oxo-5,6,7,8-tetrahydronaphthalen-1-yl)acetamide